ClC1=C(C=C2C=C(N=CC2=C1)NC(=O)[C@@H]1C[C@@]12COCCC2)N2CCN(CC2)[C@@]2(COC[C@@H]2O)C (1R,3R)-N-(7-chloro-6-(4-((3R,4R)-4-hydroxy-3-methyltetrahydrofuran-3-yl)piperazin-1-yl)isoquinolin-3-yl)-5-oxaspiro[2.5]octane-1-carboxamide